(Z)-2-(5-fluoro-1-(4-isopropylbenzylidene)-2-methyl-1H-inden-3-yl)acetamide FC=1C=C2C(=C(/C(/C2=CC1)=C/C1=CC=C(C=C1)C(C)C)C)CC(=O)N